N-(2-(2-(3-(3-((2-(5-fluoroisoindolin-2-yl)-2-oxoethyl)amino)adamantan-1-yl)ureido)ethoxy)ethyl)-5-(2-oxohexahydro-1H-thieno[3,4-d]imidazol-4-yl)pentanamide FC=1C=C2CN(CC2=CC1)C(CNC12CC3(CC(CC(C1)C3)C2)NC(NCCOCCNC(CCCCC2SCC3NC(NC32)=O)=O)=O)=O